NC(=[Se])N 2-selenourea